6-[6-methoxy-5-(1H-pyrazol-4-yl)pyridin-2-yl]-N-methyl-N-[(2R,4R)-2-methylpiperidin-4-yl]pyridazin-3-amine COC1=C(C=CC(=N1)C1=CC=C(N=N1)N([C@H]1C[C@H](NCC1)C)C)C=1C=NNC1